1-isopropyl-3-methyl-8-(6-(2,2,2-trifluoro-1-(2-(4-methoxypiperidin-1-yl)ethoxy)ethyl)pyridin-3-yl)-1,3-dihydro-2H-imidazo[4,5-c]cinnolin-2-one C(C)(C)N1C(N(C=2N=NC=3C=CC(=CC3C21)C=2C=NC(=CC2)C(C(F)(F)F)OCCN2CCC(CC2)OC)C)=O